(R)-N-(2-chloro-3-((3,5-dimethyl-4-oxo-3,4-dihydroquinazolin-6-yl)amino)-4-fluorophenyl)-3-fluoropyrrolidine-1-sulfonamide ClC1=C(C=CC(=C1NC=1C(=C2C(N(C=NC2=CC1)C)=O)C)F)NS(=O)(=O)N1C[C@@H](CC1)F